5-[4-amino-5-(trifluoromethyl)pyrrolo[2,1-f][1,2,4]triazin-7-yl]-N-[(3R,4S)-4-fluoro-1-(2-hydroxy-2-methylbutanoyl)pyrrolidin-3-yl]-2-methoxypyridine-3-carboxamide NC1=NC=NN2C1=C(C=C2C=2C=C(C(=NC2)OC)C(=O)N[C@@H]2CN(C[C@@H]2F)C(C(CC)(C)O)=O)C(F)(F)F